4-Hydroxy-2,3-dimethyl-benzaldehyd OC1=C(C(=C(C=O)C=C1)C)C